FC1=CC=C(OCC=2C=C(C=CC2OC)C=CC(=O)C2=CC=C(C=C2)O)C=C1 3-[3-[(4-Fluorophenoxy)methyl]-4-methoxyphenyl]-1-(4-hydroxyphenyl)prop-2-en-1-one